ClC1=CC=C(C(=N1)C1CCN(CC1)C)NC(C)C=1C=2C3=C(N(C(C2C=C(C1)C)=O)C)N(N=C3)CCO 9-[1-[[6-chloro-2-(1-methyl-4-piperidinyl)-3-pyridinyl]amino]ethyl]-3-(2-hydroxyethyl)-4,7-dimethyl-pyrazolo[3,4-c]isoquinolin-5-one